Cl.Cl.CC1=CC=C(C2=CC=CC=C12)C1=CC(=C(C(=O)O)C=C1)NS(=O)(=O)C1=CC=C(C=C1)OCCCN1CCNCC1 4-(4-Methylnaphthalen-1-yl)-2-((4-(3-(piperazin-1-yl)propoxy)phenyl)sulfonamido)benzoic acid dihydrochloride salt